1-(2-methoxy-4-(((6-(piperidin-4-yl)pyridin-2-yl)oxy)methyl)phenyl)ethan-1-one COC1=C(C=CC(=C1)COC1=NC(=CC=C1)C1CCNCC1)C(C)=O